6-(benzo[d]oxazol-2-yl)-3,4,5-tris(3-(tert-butyl)-9H-carbazol-9-yl)-4'-(9H-carbazol-9-yl)-[1,1'-biphenyl]-2-carbonitrile O1C(=NC2=C1C=CC=C2)C=2C(=C(C(=C(C2C2=CC=C(C=C2)N2C1=CC=CC=C1C=1C=CC=CC21)C#N)N2C1=CC=CC=C1C=1C=C(C=CC21)C(C)(C)C)N2C1=CC=CC=C1C=1C=C(C=CC21)C(C)(C)C)N2C1=CC=CC=C1C=1C=C(C=CC21)C(C)(C)C